ClC1=CC=C(C=C1)\N=N\C1=CC=CC=C1 (E)-1-(4-chlorophenyl)-2-phenyldiazene